7-chloro-1-methyl-4-(1-(4-(trifluoromethyl)cyclohexane-1-carbonyl)piperidin-4-yl)-1,4-dihydropyrido[2,3-b]pyrazine-2,3-dione ClC1=CC2=C(N(C(C(N2C)=O)=O)C2CCN(CC2)C(=O)C2CCC(CC2)C(F)(F)F)N=C1